CC(CCC(=O)[O-])CCCC(=C)C 3,7-dimethyl-7-octenylformate